1,1'-bi(cyclopropyl) C1(CC1)C1CC1